BrC1=C(C=C(C=C1)S(=O)(=O)CC1CCN(CC1)C(C)=O)F 1-(4-(((4-bromo-3-fluorophenyl)sulfonyl)methyl)piperidin-1-yl)ethan-1-one